2-methoxy-1-methylethanol COCC(O)C